NC1=CC=CC(=N1)S(=O)(=O)NC(=O)C=1C(=NC(=CC1)C1=C(C=CC=C1)OC)OC1=C(C=C(C=C1C)C)C N-[(6-Amino-2-pyridyl)sulfonyl]-6-(2-methoxyphenyl)-2-(2,4,6-trimethylphenoxy)pyridin-3-carboxamid